ClC1=C(CN[C@@H]2[C@@H](CN(CC2)C2=NC=C(C=C2)C=2C3=C(N=CN2)NC(=C3)C=3C=NN(C3)C)O)C(=CC=C1)F (3R,4S)-4-((2-chloro-6-fluorobenzyl)amino)-1-(5-(6-(1-methyl-1H-pyrazol-4-yl)-7H-pyrrolo[2,3-d]pyrimidin-4-yl)pyridin-2-yl)piperidin-3-ol